C[C@@H]1O[C@@H](CN(C1)C=1C=CC=2N(N1)C(=CN2)C2=CC=C(C=C2)S(=O)(=O)N)C 4-(6-((2S,6R)-2,6-dimethylmorpholino)imidazo[1,2-b]pyridazin-3-yl)benzenesulfonamide